[4-(2-amino-phenylcarbamoyl)-benzyl]-carbamic acid pyridine-3-ylmethylester N1=CC(=CC=C1)COC(NCC1=CC=C(C=C1)C(NC1=C(C=CC=C1)N)=O)=O